C(CCCCCCCCCCC)SC(=O)SC(C(=O)O)CCC ((dodecylthio)carbonylthio)pentanoic acid